OC1(CC(N(C1)C(=O)N)C(=O)N)C1=CC=CC=C1 4-hydroxy-4-phenylpyrrolidine-1,2-dicarboxamide